7-(methacrylamido)-4-methylcoumarin C(C(=C)C)(=O)NC1=CC=C2C(=CC(OC2=C1)=O)C